C1(CC1)S(=O)(=O)NC1=NC=CC(=N1)C(C(=O)NC1=C(C=C(C=C1)C1=NC(=CN=C1)OC)F)CC 2-(2-(cyclopropanesulfonylamino)pyrimidin-4-yl)-N-(2-fluoro-4-(6-methoxypyrazin-2-yl)phenyl)butyramide